3-[(4-Methoxy-6-methyl-1,3,5-triazin-2-yl)carbamoyl-sulfamoyl]thiophene-2-carboxylic acid methyl ester COC(=O)C=1SC=CC1S(NC(NC1=NC(=NC(=N1)OC)C)=O)(=O)=O